(R)-N-(5-chloro-2-methyl-4-(trifluoromethyl)phenyl)-2-(2-(3,6-dihydro-2H-pyran-4-yl)-5-ethyl-6-(3-methylpiperazin-1-yl)-7-oxo-[1,2,4]triazolo[1,5-a]pyrimidin-4(7H)-yl)acetamide ClC=1C(=CC(=C(C1)NC(CN1C=2N(C(C(=C1CC)N1C[C@H](NCC1)C)=O)N=C(N2)C=2CCOCC2)=O)C)C(F)(F)F